O(C1=CC=C(C(=O)Cl)C=C1)C1=CC=C(C(=O)Cl)C=C1 4,4'-oxybisbenzoic dichloride